OC1=C(C[C@H](N)C(=O)O)C=C(C(=C1)O)O 2,4,5-trihydroxyphenylalanine